CN(C1(CCC2(CNC(N2)=O)CC1)C=1C=C(C=CC1)C)C 8-(dimethylamino)-8-(m-tolyl)-1,3-diazaspiro[4.5]decan-2-one